cobalt (III) acetyl-acetone C(C)(=O)CC(C)=O.[Co+3]